6-chloro-N-(3-(N-(4-chlorophenyl)sulfamoyl)phenyl)nicotinamide ClC1=NC=C(C(=O)NC2=CC(=CC=C2)S(NC2=CC=C(C=C2)Cl)(=O)=O)C=C1